tert-butyl (3S,5R)-3-[[4-(7-methylsulfonyl-1H-indol-3-yl)-5-(trifluoromethyl)pyrimidin-2-yl]amino]-5-[(1-prop-2-enoyl-4-piperidyl) methoxy]piperidine-1-carboxylate CS(=O)(=O)C=1C=CC=C2C(=CNC12)C1=NC(=NC=C1C(F)(F)F)N[C@@H]1CN(C[C@@H](C1)OCC1CCN(CC1)C(C=C)=O)C(=O)OC(C)(C)C